trimethyl-(2,3,6,7-tetrahydrooxepin-4-yl)stannane C[Sn](C=1CCOCCC1)(C)C